(2R)-4-[(2R)-3-(3,4-dihydro-1H-isoquinolin-2-yl)-2-hydroxy-propyl]-8-[[1-(2-hydroxyethyl)-4-piperidinyl]oxy]-2-methyl-2,3-dihydro-1,4-benzoxazepin-5-one hydrochloride Cl.C1N(CCC2=CC=CC=C12)C[C@H](CN1C[C@H](OC2=C(C1=O)C=CC(=C2)OC2CCN(CC2)CCO)C)O